(Z)-5-((4-cyano-3,5-dimethyl-2H-pyrrole-2-ylidene)-(4-hydroxy-2,6-dimethylphenyl)methyl)-2,4-dimethyl-1H-pyrrole-3-carbonitrile C(#N)C1=C(/C(/N=C1C)=C(/C1=C(C(=C(N1)C)C#N)C)\C1=C(C=C(C=C1C)O)C)C